C1(CC1)[C@H](C1=NC=2N(C=C1)C=C(N2)[C@@H](NC(=O)C=2C(=NOC2)CCC(F)(F)F)C2CCC(CC2)(F)F)NC(CCC(F)(F)F)=O N-((S)-(7-((R)-Cyclopropyl(4,4,4-trifluorobutanamido)methyl)imidazo[1,2-a]pyrimidin-2-yl)(4,4-difluorocyclohexyl)methyl)-3-(3,3,3-trifluoropropyl)isoxazole-4-carboxamide